FC1=C(CNC(OC(C)(C)C)=O)C=CC(=C1)NC=1C=NC(=NC1)N1CCC(CC1)C(C)C tert-butyl (2-fluoro-4-((2-(4-isopropylpiperidin-1-yl)pyrimidin-5-yl)amino)benzyl)carbamate